ethyl 1-(4-(3-(2,6-dichlorophenyl)azetidin-1-yl)benzyl)azetidine-3-carboxylate ClC1=C(C(=CC=C1)Cl)C1CN(C1)C1=CC=C(CN2CC(C2)C(=O)OCC)C=C1